N1=CN(C2=NC=CC=C21)CCCN(CCCCCCCC(=O)OC(CCCCCCCC)CCCCCCCC)CCCCCCCC(OC(CC)CCCCCCCC)=O Heptadecan-9-yl 8-((3-(3H-imidazo[4,5-b]pyridin-3-yl)propyl)(8-oxo-8-(undecan-3-yloxy)octyl)amino)octanoate